ClC=1C2=C(C=C3C=CC(=NC13)NC1=CC=C(C=C1)OC(F)(F)F)CC2 8-Chloro-N-(4-(trifluoromethoxy)phenyl)-6,7-dihydro-cyclobut[g]quinolin-2-amine